FC(CNC(=N)NCC(C(F)F)(F)F)(C(F)F)F 1,3-bis(2,2,3,3-tetrafluoropropyl)guanidine